5,5-dimethyl-6,7-dihydro-5H-pyrrolo[2,3-d]pyrimidine trifluoroacetate FC(C(=O)O)(F)F.CC1(CNC=2N=CN=CC21)C